BrC1=NN(C(=C1)C(=O)Cl)C1=NC=C(C=C1Cl)Cl 3-bromo-1-(3,5-dichloropyridin-2-yl)-1H-pyrazole-5-carbonyl chloride